6-nitro-1,3-dioxo-1,3-dihydroisobenzofuran-5-yl acetate C(C)(=O)OC=1C=C2C(OC(C2=CC1[N+](=O)[O-])=O)=O